(E)-2-(4-methyl-(nitroso)aminostyryl)-1-methylquinoline CC1=CC=C(/C=C(\C2N(C3=CC=CC=C3C=C2)C)/NN=O)C=C1